methyl (S)-3-((3-(difluoromethyl)-4-((1-(4-(methoxycarbonyl)phenyl)ethyl)carbamoyl)-1-methyl-1H-pyrazol-5-yl)oxy)-5-methylthiophene-2-carboxylate FC(C1=NN(C(=C1C(N[C@@H](C)C1=CC=C(C=C1)C(=O)OC)=O)OC1=C(SC(=C1)C)C(=O)OC)C)F